3-[4-(4-piperidyl)phenoxy]piperidine-2,6-dione TFA salt OC(=O)C(F)(F)F.N1CCC(CC1)C1=CC=C(OC2C(NC(CC2)=O)=O)C=C1